CN1C[C@@H]2[C@H](CC1)CCN2C=2OC=1C(=NC(=CC1)C1=C(C=C(C=C1C)C(F)(F)F)O)N2 2-[2-[(3aR,7aS)-6-methyl-3,3a,4,5,7,7a-hexahydro-2H-pyrrolo[2,3-c]pyridin-1-yl]oxazolo[4,5-b]pyridin-5-yl]-3-methyl-5-(trifluoromethyl)phenol